(S*)-2-(1-(4-(4-Carbamoyl-3-fluorophenyl)-1H-pyrazol-1-yl)-2-(1-(difluoromethyl)-1H-pyrazol-3-yl)ethyl)-5-(5-chloro-2-(4-(trifluoromethyl)-1H-1,2,3-triazol-1-yl)phenyl)pyridine 1-oxide C(N)(=O)C1=C(C=C(C=C1)C=1C=NN(C1)[C@@H](CC1=NN(C=C1)C(F)F)C1=[N+](C=C(C=C1)C1=C(C=CC(=C1)Cl)N1N=NC(=C1)C(F)(F)F)[O-])F |o1:14|